N-ethyl-5-fluoro-2-((5-(2-((R)-6-(((R)-1-hydroxy-3-methoxypropan-2-yl)(methyl)amino)-2-methylhexan-3-yl)-2,6-diazaspiro[3.4]octan-6-yl)-1,2,4-triazin-6-yl)oxy)-N-isopropylbenzamide C(C)N(C(C1=C(C=CC(=C1)F)OC1=C(N=CN=N1)N1CC2(CN(C2)[C@@H](C(C)C)CCCN(C)[C@H](CO)COC)CC1)=O)C(C)C